N[C@@H]1CN(C[C@@H](C1(F)F)C)C1=C(C#N)C=C(C(=N1)NC1=CC2=C(N(C(N2C[C@@H]2NC(OC2)=O)=O)C)C=C1)F 2-((3R,5S)-3-amino-4,4-difluoro-5-methylpiperidin-1-yl)-5-fluoro-6-((1-methyl-2-oxo-3-(((S)-2-oxooxazolidin-4-yl)methyl)-2,3-dihydro-1H-benzo[d]imidazol-5-yl)amino)nicotinonitrile